2-(5,6,7-Trifluoro-1H-indol-3-yl)-N-(1,1,1-trifluoropropan-2-yl)quinoline-5-carboxamide FC=1C=C2C(=CNC2=C(C1F)F)C1=NC=2C=CC=C(C2C=C1)C(=O)NC(C(F)(F)F)C